CC1=CC=C(C=2C3=CC(=CC=C3C3=CC=C(C=C3C12)C)C)C1=CC=C(C=C1)C 1,6,11-trimethyl-4-(p-tolyl)triphenylene